2-chloro-8-methyl-8-(trifluoromethyl)-7,8-dihydro-6H-cyclopenta[e]pyrazolo[1,5-a]pyrimidine-6-carbonitrile ClC1=NN2C(N=CC3=C2C(CC3C#N)(C(F)(F)F)C)=C1